C(C(=O)O)(=O)O.C[C@H]1CN([C@@]12CNCC2)C(=O)OCC2=CC=CC=C2 benzyl (3S,4R)-3-methyl-1,6-diazaspiro[3.4]octane-1-carboxylate oxalate